bis(4-aminophenyl)-methane NC1=CC=C(C=C1)CC1=CC=C(C=C1)N